2-(2,6-dioxopiperidin-3-yl)-5-(hexahydropyrrolo[3,4-c]pyrrole-2(1H)-yl)isoindoline O=C1NC(CCC1N1CC2=CC=C(C=C2C1)N1CC2CNCC2C1)=O